1-ethyl-3-((S)-1,1,1,5,5,5-hexafluoropentan-2-yl)-1-((S)-2,2,2-trifluoro-1-(5-methoxy-4-(8-methoxy-5-methylimidazo[1,2-a]pyrazin-6-yl)pyridin-2-yl)ethyl)urea C(C)N(C(=O)N[C@H](C(F)(F)F)CCC(F)(F)F)[C@H](C(F)(F)F)C1=NC=C(C(=C1)C=1N=C(C=2N(C1C)C=CN2)OC)OC